ClC1=CC=C(C=C1)N1C(=NN=C1CS(=O)C)[C@@H]1CC[C@H](CC1)OC1=NC=CC=C1 trans-(-)-2-((4-(4-(4-Chlorophenyl)-5-((methylsulfinyl)methyl)-4H-1,2,4-triazol-3-yl)cyclohexyl)oxy)pyridin